FC=1C=C(C=CC1NC1=NC=C(C=N1)C1CC(C1)OC1=NN(C=N1)C(C)C)S(=O)(=O)N 3-fluoro-4-((5-((1s,3s)-3-((1-isopropyl-1H-1,2,4-triazol-3-yl)oxy)cyclobutyl)pyrimidin-2-yl)amino)benzenesulfonamide